NC1=NC(=CC(=N1)N[C@H](CO)CCC)CC1=CC=C(C=C1)CN1CCN(CC1)C (S)-2-amino-4-((1-hydroxypentan-2-yl)amino)-6-(4-((4-methylpiperazin-1-yl)methyl)benzyl)pyrimidine